(S)-N-(3-(3-(cyanomethyl)-1-(4-methyl-4H-1,2,4-triazol-3-yl)cyclobutyl)-5-(dimethylamino)phenyl)-7-((3-methylpiperidin-1-yl)methyl)-1H-pyrrolo[3,2-b]pyridine-5-carboxamide C(#N)CC1CC(C1)(C1=NN=CN1C)C=1C=C(C=C(C1)N(C)C)NC(=O)C1=CC(=C2C(=N1)C=CN2)CN2C[C@H](CCC2)C